methyl-propylpyrrolidinium-bis(trifluoromethanesulfonyl)imide [N-](S(=O)(=O)C(F)(F)F)S(=O)(=O)C(F)(F)F.C[N+]1(CCCC1)CCC